(4-(4-(tert-butyl)phenyl)-2-methyl-1H-inden-1-yl)(4-(4-(tert-butyl)phenyl)-2-isopropyl-1H-inden-1-yl)dimethylsilane C(C)(C)(C)C1=CC=C(C=C1)C1=C2C=C(C(C2=CC=C1)[Si](C)(C)C1C(=CC2=C(C=CC=C12)C1=CC=C(C=C1)C(C)(C)C)C(C)C)C